1-[(1S,2R)-2-amino-3,3-difluorocyclohexyl]-N,N-diethylpiperidin-4-amine N[C@@H]1[C@H](CCCC1(F)F)N1CCC(CC1)N(CC)CC